N-(4-bromophenyl)-2-methyl-6-nitroaniline BrC1=CC=C(C=C1)NC1=C(C=CC=C1[N+](=O)[O-])C